ClC=1C=C(C=CC1)C1=CC(=CC=C1)C1=CC=C(C2=CC=CC=C12)C1=CC=C(C#N)C=C1 4-(4-(3'-chloro-[1,1'-biphenyl]-3-yl)naphthalen-1-yl)benzonitrile